ONC(=O)C1=CC2=C(OC(C(N2CC2=NOC(=C2)C2=CC=CC=C2)=O)(C)C)C=C1 N-hydroxy-2,2-dimethyl-3-oxo-4-((5-phenylisoxazol-3-yl)methyl)-3,4-dihydro-2H-benzo[b][1,4]oxazine-6-carboxamide